NC1(CCN(CC1)C=1C=C(C2=C(N1)NN=C2C2=C(C(=NC=C2)Cl)Cl)O)C 6-(4-amino-4-methylpiperidin-1-yl)-3-(2,3-dichloropyridin-4-yl)-1H-pyrazolo[3,4-b]pyridin-4-ol